OC[C@H]1OC([C@H]2[C@@H]1OC(O2)(C)C)N2C(NC(C=C2)=O)=O 1-[(3aR,6R,6aR)-6-(hydroxymethyl)-2,2-dimethyl-3a,4,6,6a-tetrahydrofuro[3,4-d][1,3]dioxol-4-yl]pyrimidine-2,4-dione